N4-(4-Indol-1-yl-pyrimidin-2-yl)-5-methoxy-N1-methyl-N1-(2-morpholin-4-yl-ethyl)-benzene-1,2,4-triamine N1(C=CC2=CC=CC=C12)C1=NC(=NC=C1)NC=1C=C(C(=CC1OC)N(CCN1CCOCC1)C)N